3-(1-methylvinyl)-7-oxabicyclo[4.1.0]heptane CC(=C)C1CC2OC2CC1